tert-butyl (1S,4S)-5-[4-(3-chloro-2-fluoro-4-methoxy-anilino)pyrido[3,2-d]pyrimidin-6-yl]-2,5-diazabicyclo[2.2.1]heptane-2-carboxylate ClC=1C(=C(NC=2C3=C(N=CN2)C=CC(=N3)N3[C@@H]2CN([C@H](C3)C2)C(=O)OC(C)(C)C)C=CC1OC)F